4-[5-(5-fluoro-2-pyridyl)-6-(4-hydroxytetrahydropyran-4-yl)-1H-pyrrolo[2,3-f]indazol-7-yl]benzoic acid FC=1C=CC(=NC1)N1C(=C(C2=C1C=C1C=NNC1=C2)C2=CC=C(C(=O)O)C=C2)C2(CCOCC2)O